2-(1H-inden-3-yl)ethanamine C1C=C(C2=CC=CC=C12)CCN